N1CCC(CC1)OC1=CC=C(C=C1)C1C(NC(CC1)=O)=O 3-[4-(4-piperidyloxy)phenyl]piperidine-2,6-dione